6-(((1S,4S)-4-aminocyclohexyl)amino)-2-methyl-4-(trifluoromethyl)pyridazin-3(2H)-one hydrochloride Cl.NC1CCC(CC1)NC=1C=C(C(N(N1)C)=O)C(F)(F)F